ClC1=C(C=NN(C1=O)C)N[C@@H]1C[C@@H](CN(C1)C)C1=CC=C(C(=O)N2CCC3(CC2)CCN(CC3)C3=CC(=C(C=C3)C3C(NC(CC3)=O)=O)C(F)(F)F)C=C1 3-[4-[3-[4-[(3R,5R)-5-[(5-chloro-1-methyl-6-oxo-pyridazin-4-yl)amino]-1-methyl-3-piperidyl]benzoyl]-3,9-diazaspiro[5.5]undecan-9-yl]-2-(trifluoromethyl)phenyl]piperidine-2,6-dione